CS(=O)(=O)OC1CCC(CC1)C(=O)OC methyl 4-((methylsulfonyl)oxy)cyclohexane-1-carboxylate